3-isopropylyl-4-methyl-2,6-diphenyl-4-piperidinol C(C)(C)=C1C(NC(CC1(O)C)C1=CC=CC=C1)C1=CC=CC=C1